5-bromo-6-(3-(1-methyl-1H-pyrazol-3-yl)phenyl)-2-morpholino-N-(pyridin-3-yl)pyrimidin-4-amine BrC=1C(=NC(=NC1C1=CC(=CC=C1)C1=NN(C=C1)C)N1CCOCC1)NC=1C=NC=CC1